N1C[C@@H](CCC1)OC1=CC=CC(=N1)N1N(C(C2=CN=C(N=C12)NC1=CC=C(C=C1)Cl)=O)CC=C 1-{6-[(R)-3-piperidyloxy]-2-pyridyl}-2-allyl-6-(p-chlorophenylamino)-1,2-dihydro-3H-1,2,5,7-tetraazainden-3-one